(3aS,5S,6aR)-5-(2,4-difluorophenoxy)-2-((2R)-2-hydroxy-2-(1-(tetrahydro-2H-pyran-2-yl)-1H-indazol-5-yl)ethyl)hexahydrocyclopenta[c]pyrrol-3a(1H)-ol FC1=C(O[C@@H]2C[C@@]3([C@@H](CN(C3)C[C@@H](C=3C=C4C=NN(C4=CC3)C3OCCCC3)O)C2)O)C=CC(=C1)F